O1COC2=C1C=CC(=C2)OC[C@@H]2CN(CC[C@H]2C2=CC=C(C=C2)F)CC(CC(=O)OCC2=CC=CC=C2)N2CCCCC2 Benzyl 4-((3S,4R)-3-((benzo[d][1,3]dioxol-5-yloxy) methyl)-4-(4-fluorophenyl)piperidin-1-yl)-3-(piperidin-1-yl)butanoate